2,10-dimethyl-1,11-undecanediol CC(CO)CCCCCCCC(CO)C